C(CCCCCCCCCCC)(=O)OCC(COC(CCCCCCCCCCC)=O)(COCC(COC(CCCCCCCCCCC)=O)(CO)CO)CO dipentaerythritol trilaurate